C1CC2(N3CCC=C13)CC2 tetrahydrospiro[cyclopropane-1,3'-pyrrolizin]